N(=[N+]=[N-])C1CO1 azido ethylene oxide